C(#N)[C@](C(=O)N1C[C@@H](N(C[C@H]1C)C=1C2=C(N=CN1)N(CC21CCC1)C1=NC=CC(=C1)C#N)C)(C(F)F)C 2-[4-[(2S,5R)-4-[(2R)-2-cyano-3,3-difluoro-2-methylpropanoyl]-2,5-dimethylpiperazin-1-yl]spiro[6H-pyrrolo[2,3-d]pyrimidine-5,1'-cyclobutane]-7-yl]pyridine-4-carbonitrile